1,2,3-trimethoxy-6,8-dihydroxyxanthone COC1=C(C(=CC=2OC3=CC(=CC(=C3C(C12)=O)O)O)OC)OC